N(=[N+]=[N-])CCCCC(=O)N[C@@H](C(C)C)C(=O)O N-(5-azidopentanoyl)-L-valine